C(CC)(=O)OC=1C=CC=C2C(=CNC12)CCN(C(C)C)CC 3-(2-(ethyl (isopropyl) amino) ethyl)-1H-indol-7-yl propionate